N[C@@H]1C[C@H](CCC1)CNC1=NN(C(=C1)C1=CC(=C(C#N)C=C1)F)C1=CC2=C(N(N=N2)C)C=C1 4-(3-((((1S,3S)-3-aminocyclohexyl)methyl)amino)-1-(1-methyl-1H-benzo[d][1,2,3]triazol-5-yl)-1H-pyrazol-5-yl)-2-fluorobenzonitrile